C[C@@H]1[C@@H]2[C@H](C(=O)N2C(=C1S[C@H]3C[C@H](NC3)C(=O)NC4=CC=CC(=C4)C(=O)O)C(=O)O)[C@@H](C)O The molecule is meropenem in which the one of the two methyl groups attached to the amide nitrogen is replaced by hydrogen while the other is replaced by a 3-carboxyphenyl group. The sodium salt is used for the treatment of moderate to severe susceptible infections including intra-abdominal and acute gynaecological infections, pneumonia, and infections of the skin and of the urinary tract. It has a role as an antibacterial drug. It is a carbapenemcarboxylic acid and a pyrrolidinecarboxamide. It is a conjugate acid of an ertapenem(1-).